[Fe].[Sn].[Cu] copper-tin-iron